3-(1'-((2-chloropyridin-3-yl)methyl)-6-oxo-6,8-dihydro-2H,7H-spiro[furo[2,3-e]isoindole-3,4'-piperidin]-7-yl)piperidine-2,6-dione ClC1=NC=CC=C1CN1CCC2(CC1)COC1=C3CN(C(C3=CC=C12)=O)C1C(NC(CC1)=O)=O